C(C1=CC=CC=C1)NC(N(C1=NC=C(C(=C1)C)C=1C=NC(=NC1)OC)[C@@H]1CC[C@H](CC1)NC1=NC=C(C(=N1)NC1COC1)C#N)=O 3-benzyl-1-(trans-4-((5-cyano-4-(oxetan-3-ylamino)pyrimidin-2-yl)amino)cyclohexyl)-1-(5-(2-methoxypyrimidin-5-yl)-4-methylpyridin-2-yl)urea